C(C)OC(=O)C1(CSCC1CC(=O)OCC)N1C2=NC=NC(=C2N=C1)OCC (Rac)-ethyl-4-(2-ethoxy-2-oxoethyl)-3-(6-ethoxy-9H-purin-9-yl)tetrahydrothiophene-3-carboxylate